B(O)(O)O.O(C(=O)C)C=1C=C(C=CC1C(=O)OC)CC(O)(C)C(C)(C)O 3-acetoxyl-4-methoxycarbonyl-phenyl-pinacol borate